COC1=CC(=NC=C1C#N)C1=NC=C(C=C1)CN1C(O[C@@H](C1)C=1C(=C2COC(C2=CC1)=O)C)=O (R)-4-methoxy-5'-((5-(4-methyl-1-oxo-1,3-dihydroisobenzofuran-5-yl)-2-oxooxazolidin-3-yl)methyl)-[2,2'-bipyridine]-5-carbonitrile